3-cyclopropyl-1-(pyridin-4-yl)propan C1(CC1)CCCC1=CC=NC=C1